NC1CN(CC1COCC)C1=NC=2CCC(CC2C=C1)NC(=O)C1=CC2=C(N=N1)N(C=C2Cl)CC N-{2-[3-amino-4-(ethoxymethyl)pyrrolidin-1-yl]-5,6,7,8-tetrahydroquinolin-6-yl}-5-chloro-7-ethyl-7H-pyrrolo[2,3-c]pyridazine-3-carboxamide